(S)-2-(4-((5-Chloro-3-methyl-1H-pyrazol-4-yl)oxy)-8-fluoro-5-((1,1,1-trifluoropropan-2-yl)oxy)pyrido[3,4-d]pyridazin-7-yl)-4-ethyl-5-(hydroxymethyl)-2,4-dihydro-3H-1,2,4-triazol-3-one ClC1=C(C(=NN1)C)OC=1N=NC=C2C1C(=NC(=C2F)N2N=C(N(C2=O)CC)CO)O[C@H](C(F)(F)F)C